CN([C@@H](CC1=CC=CC=C1)C(=O)O)C N,N-dimethyl-phenylalanine